3-(aminomethyl)-N-{3-[(4-methylpiperazin-1-yl)methyl]-5-(trifluoromethyl)phenyl}-4-propylbenzamide NCC=1C=C(C(=O)NC2=CC(=CC(=C2)C(F)(F)F)CN2CCN(CC2)C)C=CC1CCC